NCCS(=O)(=O)CCNC(=O)N1C[C@@H]2CN([C@H](C1)C(C2)(C)C)C2=CC=C(C=C2)OCC (1S,5S)-N-(2-((2-aminoethyl)sulfonyl)ethyl)-6-(4-ethoxyphenyl)-9,9-dimethyl-3,6-diazabicyclo[3.2.2]nonane-3-carboxamide